C(#N)C1(C(C1)C)C=1C=C2C=CN=CC2=CC1 6-(1-cyano-2-methylcyclopropyl)isoquinolin